3-[4-{5-(1H-pyrazol-4-yl)furan-2-carboxamido}-3-(pyridin-2-yl)-1H-pyrazol-1-yl]-N-isopropylazetidine-1-carboxamide N1N=CC(=C1)C1=CC=C(O1)C(=O)NC=1C(=NN(C1)C1CN(C1)C(=O)NC(C)C)C1=NC=CC=C1